C1(=CC=CC2=CC=CC=C12)[C@@H]1N=C(OC1)C1=NC(=CC=C1)C=1OC[C@@H](N1)C1=CC=CC2=CC=CC=C12 2,6-Bis((S)-4-(naphthalen-1-yl)-4,5-dihydro-oxazol-2-yl)pyridine